(S)-7-diphenylphosphono-7'-trifluoromethanesulfonyl-1,1'-spirobiindane C1(=CC=CC=C1)OP(=O)(OC1=CC=CC=C1)C=1C=CC=C2CC[C@@]3(C12)CCC1=CC=CC(=C13)S(=O)(=O)C(F)(F)F